COC(=O)C1=CC=C(C(=O)C[S+](C)CS(=O)(=O)C2=CC=C(C=C2)OC)C=C1 4-methoxycarbonylbenzoyl-p-methoxybenzenesulfonylmethyl-dimethyl-sulfonium